1-[2-(trifluoromethoxy)phenyl]methylamine FC(OC1=C(C=CC=C1)CN)(F)F